CN(C(CC=1C=2N(N=C(C1)C=1C=C3C=CN(C(C3=CC1)=O)C1CCNCC1)C=C(N2)C)=O)C N,N-dimethyl-2-[2-methyl-6-[1-oxo-2-(4-piperidyl)-6-isoquinolyl]imidazo[1,2-b]pyridazin-8-yl]acetamide